(4-([1,2,4]triazolo[1,5-a]pyridin-7-yloxy)-3-methylphenyl)-5-(8-azabicyclo[3.2.1]octan-3-yl)pyrrolo[2,1-f][1,2,4]triazin-4-amine N=1C=NN2C1C=C(C=C2)OC2=C(C=C(C=C2)C2=NN1C(C(=N2)N)=C(C=C1)C1CC2CCC(C1)N2)C